FC1=CC=2C(C3=CC(=C(C=C3C(C2C=C1F)=O)F)F)=O 2,3,6,7-tetrafluoroanthracene-9,10-dione